CC1=C(C=C(C=C1)C1=NOC(=N1)CC1=CC(=CC=C1)C=1SC=CC1)NCC1=CC=C(S1)C(=O)O 5-(((2-Methyl-5-(5-(3-(thiophen-2-yl)benzyl)-1,2,4-oxadiazol-3-yl)phenyl)amino)methyl)thiophene-2-carboxylic acid